(S)-2-(1-(3-chlorophenyl)-1H-pyrazol-4-yl)-N-(3-((R)-2,2-difluorocyclopropyl)-1H-pyrazol-5-yl)propanamide ClC=1C=C(C=CC1)N1N=CC(=C1)[C@@H](C(=O)NC1=CC(=NN1)[C@@H]1C(C1)(F)F)C